(S)-3-((2-chloro-5-((1-methylpiperidin-4-yl)ethynyl)pyridin-4-yl)oxy)butane-1-ol ClC1=NC=C(C(=C1)O[C@H](CCO)C)C#CC1CCN(CC1)C